C1(CCCCC1)C(=O)N1CCC(CC1)CCCCNC(=O)C=1C=CC=2N(C1)C=CN2 N-[4-(1-cyclohexanecarbonylpiperidin-4-yl)butyl]imidazo[1,2-a]pyridine-6-carboxamide